methyl-1-(2-carboxyethyl)-4-(1,3,4-thiadiazol-2-yl)pyridazin-1-ium CC=1N=[N+](C=CC1C=1SC=NN1)CCC(=O)O